ClC1=C(C=C(C=C1)F)C1NC(C=2C=3NCCNC3C=C(C21)NC(C2=CC(=CC(=C2)C(F)(F)F)F)=O)=O N-(7-(2-chloro-5-fluorophenyl)-9-oxo-2,3,4,7,8,9-hexahydro-1H-pyrrolo[3,4-f]quinoxalin-6-yl)-3-fluoro-5-(trifluoromethyl)benzamide